(R)-1-(4-(4-((1-isopropyl-1H-pyrazol-4-yl)amino)pyrimidin-2-yl)phenyl)-4-methylimidazolidin-2-one C(C)(C)N1N=CC(=C1)NC1=NC(=NC=C1)C1=CC=C(C=C1)N1C(N[C@@H](C1)C)=O